[N+](=O)([O-])C1=C(C=CC=C1)NC1COC2=CC=CC=C2C1 N-(2-nitrophenyl)chroman-3-amine